NCC1=CC(=NC(=C1)NC1CCC(CC1)(F)F)N1N=C(C=C1)CO (1-(4-(aminomethyl)-6-((4,4-difluorocyclohexyl)amino)pyridin-2-yl)-1H-pyrazol-3-yl)methanol